C1(=CC=CC=C1)N(C1=CC=C(C=C1)C1=CC=C(S1)C=O)C1=CC=CC=C1 5-(4-(diphenylamino)phenyl)thiophene-2-carbaldehyde